ClC1=NC=CC(=C1)C(COC)O 1-(2-Chloropyridin-4-yl)-2-methoxyethan-1-ol